F[C@@H]1C[C@@H](N(C1)C)C1=NC(=NO1)C1=NC=C(C=C1)C#CC1=NC=CC=C1 5-((2R-4R)-4-fluoro-1-methylpyrrolidin-2-yl)-3-(5-(pyridin-2-ylethynyl)pyridin-2-yl)-1,2,4-oxadiazole